[Ge].[Ge] germanium Germanium